(R)-8-fluoro-4-hydroxy-4-methylisochromane-6-carboxylic acid FC=1C=C(C=C2[C@@](COCC12)(C)O)C(=O)O